NCCN1[Si](CC(C1)C)(C)C N-(2-aminoethyl)-2,2,4-trimethyl-1-azasilacyclopentane